O=C1NCCCC1C(=O)O 2-OXO-PIPERIDINE-3-CARBOXYLIC ACID